NCCNC1=C2C=CC=C(C2=CC=C1)S(=O)(=O)O 5-(2'-aminoethyl)amino-naphthalenesulfonic acid